BrC=1C=CC(=NC1)O[C@@H]1C[C@@H]2CN([C@H]1CC2)C(=O)C2=NC=C(C=C2C2=NC=CC=N2)C ((1S,4R,6R)-6-((5-bromopyridin-2-yl)oxy)-2-azabicyclo[2.2.2]oct-2-yl)(5-methyl-3-(pyrimidin-2-yl)pyridin-2-yl)methanone